FC1=C(C(=CC=C1)C)N1CCC(CC1)=O 1-(2-Fluoro-6-methyl-phenyl)-piperidin-4-one